N-(4-(4-amino-7-(1-methyl-1H-pyrazol-3-yl)pyrrolo[2,1-f][1,2,4]triazin-5-yl)-2-methoxyphenyl)-N,5-dimethyl-1,2,4-oxadiazol-3-amine NC1=NC=NN2C1=C(C=C2C2=NN(C=C2)C)C2=CC(=C(C=C2)N(C2=NOC(=N2)C)C)OC